C(CCC)(=O)O.C(CCCCCCCCCCCCC)N([C@@H](C(C)C)C(=O)N)C(CCCN)=O myristyl-aminobutyryl-valinamide butyrate